FC(C)(F)C1=NC(=CC(=N1)NC1=CC(=NC=C1OCC1=CC(=NO1)C)NC(C)=O)C N-(4-((2-(1,1-difluoroethyl)-6-methylpyrimidin-4-yl)amino)-5-((3-methylisoxazol-5-yl)methoxy)pyridin-2-yl)acetamide